CN(C)CC=1C=C(C(=C(OCCCCOC(CCC(CCCCCCC(=O)[O-])CCCCCCC(=O)[O-])=O)C1)C)OCCCCCCCC\C=C/C\C=C/CCCCC 2-(3-(4-(5-((dimethylamino)methyl)-2-methyl-3-((9Z,12Z)-octadeca-9,12-dien-1-yloxy)phenoxy)butoxy)-3-oxopropyl)propane-1,3-diyldihexanoate